C(C)(C)(C)C1=NC=CC(=N1)C=1NC2=CC=C(C=C2C1)SCC(=O)O 2-((2-(2-(tert-Butyl)pyrimidin-4-yl)-1H-indol-5-yl)thio)acetic acid